(bromomethyl)isoxazole-3-carboxylic acid ethyl ester C(C)OC(=O)C1=NOC=C1CBr